4-(2,6-Difluorobenzyl)-2-(4-((5-(difluoromethyl)thiazol-4-yl)oxy)-3-fluorophenyl)-2,4-dihydro-3H-1,2,4-triazol-3-one FC1=C(CN2C(N(N=C2)C2=CC(=C(C=C2)OC=2N=CSC2C(F)F)F)=O)C(=CC=C1)F